tert-butyl 2-((4-fluorophenyl)(methyl)carbamoyl)pyrrolidine-1-carboxylate FC1=CC=C(C=C1)N(C(=O)C1N(CCC1)C(=O)OC(C)(C)C)C